4-(benzylcarbamoyl)piperidine-1-carboxylic acid tert-butyl ester C(C)(C)(C)OC(=O)N1CCC(CC1)C(NCC1=CC=CC=C1)=O